N[C@H]1CN(CC1)C(=O)OC(C)(C)C |r| rac-tert-butyl (R)-3-amino-pyrrolidine-1-carboxylate